Cl.Cl.CN1N=C(C=C1)C1=C(C=CC=C1)O (1-methyl-1H-pyrazol-3-yl)phenol dihydrochloride